C1=NC=CC2=CC(=CC=C12)\C=C/1\C(N(C(=N1)SC)C)=O (5Z)-5-(isoquinolin-6-ylmethylene)-3-methyl-2-methylsulfanyl-imidazol-4-one